IC=1N(C2=CC=CC(=C2C1)NC1CCS(CC1)(=O)=O)CC(F)(F)F 4-((2-iodo-1-(2,2,2-trifluoroethyl)-1H-indol-4-yl)amino)tetrahydro-2H-thiopyran 1,1-dioxide